[2H]OC(C(F)(F)F)=O deuterotrifluoroacetic acid